6-bromo-7-methoxy-2-(trifluoromethyl)imidazo[1,2-a]pyridine BrC=1C(=CC=2N(C1)C=C(N2)C(F)(F)F)OC